rac-Methyl 4-(4-benzylmorpholin-2-yl)-2-methylbenzoate C(C1=CC=CC=C1)N1C[C@H](OCC1)C1=CC(=C(C(=O)OC)C=C1)C |r|